(1s,2s)-2-(3,4-dimethoxyphenyl)cyclohexane-formaldehyde COC=1C=C(C=CC1OC)[C@@H]1[C@H](CCCC1)C=O